6-(2-amino-6-fluoro-5-(3-((isopropyl(methyl)amino)methyl)-4-morpholinophenyl)pyridin-3-yl)-3,4-dihydroisoquinolin-1(2H)-one NC1=NC(=C(C=C1C=1C=C2CCNC(C2=CC1)=O)C1=CC(=C(C=C1)N1CCOCC1)CN(C)C(C)C)F